C1(=CC=CC=C1)P(C1=NC(=CC=C1)C)C1=NC(=CC=C1)C phenylbis(6-methylpyridin-2-yl)phosphine